3-bromo-N-(1-cyanocyclopropyl)-7-(4-isobutyrylpiperazin-1-yl)-N-(4-methoxybenzyl)pyrazolo[1,5-a]pyridine-5-sulfonamide BrC=1C=NN2C1C=C(C=C2N2CCN(CC2)C(C(C)C)=O)S(=O)(=O)N(CC2=CC=C(C=C2)OC)C2(CC2)C#N